1-(2-cyclopropyl-4-(1-(2,6-dichlorophenyl)azetidin-3-yl)benzyl)piperidine-4-carboxylic acid, formate salt C(=O)O.C1(CC1)C1=C(CN2CCC(CC2)C(=O)O)C=CC(=C1)C1CN(C1)C1=C(C=CC=C1Cl)Cl